5-(6-chloro-7-cyano-3-(1H-imidazol-1-yl)-5-methoxy-1-methyl-1H-indol-2-yl)-N,N-dimethyl-4H-1,2,4-triazole-3-carboxamide ClC1=C(C=C2C(=C(N(C2=C1C#N)C)C=1NC(=NN1)C(=O)N(C)C)N1C=NC=C1)OC